BrC=1C(=C(C2=C(CC(O2)(C2CCC(CC2)NC)C)C1Cl)C)C(=O)OC Methyl 5-bromo-4-chloro-2,7-dimethyl-2-(4-(methylamino) cyclohexyl)-2,3-dihydrobenzofuran-6-carboxylate